(5-chloronicotinoyl)-1-((5-fluoropyridin-3-yl)methyl)-6-oxo-1,6-dihydropyridazine-3-carbohydrazide ClC=1C=NC=C(C(=O)C=2C(=NN(C(C2)=O)CC=2C=NC=C(C2)F)C(=O)NN)C1